sodium ((6-(((tert-butoxycarbonyl)amino)methyl)-6,7-dihydro-5H-pyrazolo[5,1-b][1,3]oxazin-3-yl)sulfonyl)(isopropylcarbamoyl)amide C(C)(C)(C)OC(=O)NCC1CN2C(OC1)=C(C=N2)S(=O)(=O)[N-]C(NC(C)C)=O.[Na+]